2-(3-(3-bromo-5-fluorophenyl)prop-2-yn-1-yl)isoindoline-1,3-dione BrC=1C=C(C=C(C1)F)C#CCN1C(C2=CC=CC=C2C1=O)=O